Cl.NCCN(CCO)C(C)C 2-[(2-aminoethyl)(isopropyl)amino]ethanol hydrochloride